2'-fluoro-5'-(R)-methyl-uridine F[C@@]1([C@@H](O[C@@H]([C@H]1O)[C@H](O)C)N1C(=O)NC(=O)C=C1)O